4'-ethynylguanosine C(#C)[C@]1([C@H]([C@H]([C@@H](O1)N1C=NC=2C(=O)NC(N)=NC12)O)O)CO